C(C)C(COC(CCS)=O)CCCC.COC(CCOC(CCS)=O)C.C1OCCC2=C1C=CC=C2 3,4-dihydro-1H-2-benzopyran 3-methoxybutyl-3-mercaptopropionate 2-ethylhexyl-3-mercaptopropionate